1-(3-bromopropyloxy)-2,3-difluoro-4-(4-pentylcyclohexyl)benzene BrCCCOC1=C(C(=C(C=C1)C1CCC(CC1)CCCCC)F)F